CNC(OC1=C(C=CC=C1)C1OC(C(O1)C)C)=O 2-(4,5-dimethyl-1,3-dioxolane-2-yl)phenyl methylcarbamate